Cl.ClC1=C(OC2=CC=C(C=C2)NN)C=CC=C1Cl 4-(2,3-dichlorophenoxy)phenylhydrazine hydrochloride